CC1(CCC(CC1)NC(=O)C1=CC=2C(=CN=C(C2F)C)N1)C N-(4,4-dimethylcyclohexyl)-4-fluoro-5-methyl-1H-pyrrolo[2,3-c]pyridine-2-carboxamide